1-(3-aminopropyl)-4-ethoxy-1,4-azaphosphorinane 4-oxide NCCCN1CCP(CC1)(OCC)=O